C1(CC1)C(N1N=CC(=C1)C=1C=2N(C=C(N1)C=1C=NN(C1)C[C@H](CO)O)N=CC2)C2CC2 (R)-3-(4-(4-(1-(dicyclopropylmethyl)-1H-pyrazol-4-yl)pyrazolo[1,5-a]pyrazin-6-yl)-1H-pyrazol-1-yl)propane-1,2-diol